1-(3-cyanophenyl)-N-(5-(((cyclopropylmethyl)amino)(phenyl)methyl)-2-fluorophenyl)-3-(trifluoromethyl)-1H-pyrazole-5-carboxamide C(#N)C=1C=C(C=CC1)N1N=C(C=C1C(=O)NC1=C(C=CC(=C1)C(C1=CC=CC=C1)NCC1CC1)F)C(F)(F)F